FC=1C=C(C=C(C1F)C(=O)C=1C=C2N=C(C=NC2=CC1)N1CCOCC1)NC(=O)NC1=CC=C(C=C1)F 1-(3,4-difluoro-5-(3-morpholinoquinoxaline-6-carbonyl)phenyl)-3-(4-fluorophenyl)urea